ONC(C1=CC(=CC=C1)NC1=NC2=C(N1C)C=C(C(=C2)C(F)(F)F)C2=CC=CC=C2)=O N-hydroxy-3-((1-methyl-6-phenyl-5-(trifluoromethyl)-1H-benzo[d]imidazol-2-yl)amino)benzamide